C(N)(=O)C=1C=CC(=C2C=CNC12)C1CC(CCC1)NC(OC(C)(C)C)=O tert-Butyl (3-(7-carbamoyl-1H-indol-4-yl)cyclohexyl)carbamate